7-(1H-Indazol-6-yl)-6-(m-tolyl)-2,3-dihydropyrazolo[5,1-b]oxazole N1N=CC2=CC=C(C=C12)C=1C(=NN2C1OCC2)C=2C=C(C=CC2)C